FC=1C(C[C@H]2CC([C@H]3[C@@H]4CC[C@H]([C@@H](CCC(=O)OC)C)[C@]4(CC[C@@H]3[C@]2(C1)C)C)=O)=O Methyl 2-fluoro-3,7-di-oxo-5β-chol-1-enoate